2,5-diamino-p-benzoquinone NC=1C(C=C(C(C1)=O)N)=O